C(#N)C=1C=NN2C1C(=CC(=C2)C=2C=NN(C2)C)C=2C=NN(C2)C(=O)N[C@H](C)C=2C=NC(=CC2)OC(C)C |r| Racemic-4-(3-cyano-6-(1-methyl-1H-pyrazol-4-yl)pyrazolo[1,5-a]Pyridin-4-yl)-N-(1-(6-isopropoxypyridin-3-yl)ethyl)-1H-pyrazole-1-carboxamide